[Cl-].C1(=CC=CC=C1)C1=NN=C(S1)C(C)[NH3+] 1-(5-phenyl-1,3,4-thiadiazol-2-yl)ethan-1-aminium chloride